N-(4-Bromo-2-fluorobenzyl)-5-(trifluoromethyl)pyridazin-3-amine BrC1=CC(=C(CNC=2N=NC=C(C2)C(F)(F)F)C=C1)F